ClCC(=O)NC1=CC=C2C(C=C(N(C2=C1)C)C(F)(F)F)=O 2-chloro-N-[1-methyl-4-oxo-2-(trifluoromethyl)-1,4-dihydroquinolin-7-yl]Acetamide